C(C)N1CCN(CC1)CC=1C=CC=2C(C3=CC=CC=C3C(C2C1)=C=O)=C=O 3-[(4-ethylpiperazin-1-yl)methyl]-9,10-dicarbonyl-9,10-dihydroanthracene